3-(6-fluoro-2-hydroxyphenyl)prop-2-enal FC1=CC=CC(=C1C=CC=O)O